Cl.C1C2=C(OC1)C=CC=1CCC(C12)=CCN (S)-2-(1,6,7,8-tetrahydro-2H-indeno[5,4-b]furan-8-ylidene)ethylamine hydrochloride